2-(2,6-dioxopiperidin-3-yl)-4-(4-((4-(ethylsulfonyl)piperazin-1-yl)methyl)benzylamino)isoindoline-1,3-dione O=C1NC(CCC1N1C(C2=CC=CC(=C2C1=O)NCC1=CC=C(C=C1)CN1CCN(CC1)S(=O)(=O)CC)=O)=O